OCC1=CC=C(S1)C=O 5-(hydroxymethyl)-2-thiophenecarboxaldehyde